N1(N=NC=C1)CCCCC1=CC=C(OCC=2N=C(OC2)\C=C\C2=CC=C(C=C2)C#C)C=C1 (E)-4-((4-(4-(1H-1,2,3-triazol-1-yl)butyl)phenoxy)methyl)-2-(4-ethynylstyryl)oxazole